4-tertbutylpyridine C(C)(C)(C)C1=CC=NC=C1